8-(4-(methoxy)phenyl)-N-(3,4,5-trimethoxyphenyl)quinazolin-2-amine COC1=CC=C(C=C1)C=1C=CC=C2C=NC(=NC12)NC1=CC(=C(C(=C1)OC)OC)OC